Cl.FC([C@@](C)(N)F)F (S)-trifluoroisopropylamine hydrochloride